COC(C(=O)Cl)CC Methoxybutanoic acid chloride